4-cyclobutyl-5-(5-ethyl-1H-imidazol-2-yl)-2-methylbenzoic acid C1(CCC1)C1=CC(=C(C(=O)O)C=C1C=1NC(=CN1)CC)C